1-(6-chloro-2-methyl-imidazo[1,2-b]pyridazin-8-yl)pyridin-2-one ClC=1C=C(C=2N(N1)C=C(N2)C)N2C(C=CC=C2)=O